N1C(CNCCCC1)C1CCCCCCC1 1,4-diaza(2,2)bicyclooctane